Cl.CN(C)CCBr dimethylaminoethyl bromide hydrochloride